3-(2,2-dimethylpropyl)-5-[2-(2-fluoro-6-trifluoromethylphenyl)-5-phenyl-3H-imidazol-4-yl]-3H-imidazo[4,5-b]pyridin-2-ylamine mesylate S(C)(=O)(=O)O.CC(CN1C(=NC=2C1=NC(=CC2)C=2NC(=NC2C2=CC=CC=C2)C2=C(C=CC=C2C(F)(F)F)F)N)(C)C